4-(4-(2-azaspiro[3.3]heptan-6-yl)piperazin-1-yl)-2-chloro-N,N-dimethylbenzamide C1NCC12CC(C2)N2CCN(CC2)C2=CC(=C(C(=O)N(C)C)C=C2)Cl